FC=1C=C(C=NC1)OC=1C=CC(=NC1)C(C(=O)N)C (5-((5-fluoropyridin-3-yl)oxy)pyridin-2-yl)propanamide